O1CCC(CC1)OCC(=O)NN 2-((tetrahydro-2H-pyran-4-yl)oxy)acethydrazide